C(C)(C)C1=C(NC2=CC=C(C=C12)C1CCN(CC1)C1CCS(CC1)(=O)=O)C=1C=C(C=2N(C1)N=NN2)C 4-(4-(3-isopropyl-2-(8-methyltetrazolo[1,5-a]pyridin-6-yl)-1H-indol-5-yl)piperidin-1-yl)tetrahydro-2H-thiopyran 1,1-dioxide